C1(=CC=CC2=CC=CC=C12)OC1=CC=C(C2=CC=CC=C12)C1=NC(=NC(=N1)C(Cl)(Cl)Cl)C(Cl)(Cl)Cl 2-(4-naphthyloxynaphthyl)-4,6-bis(trichloromethyl)-s-triazine